FC(CN1CC2=C(CC1)C(=NN2)C=O)(F)F (6-(2,2,2-trifluoroethyl)-4,5,6,7-tetrahydro-1H-pyrazolo[3,4-c]pyridin-3-yl)methanone